11-(Bis(4-fluorophenyl)methyl)-5,7-dimethyl-6,8-dioxo-5,6,7,8,9,9a,10,11,12,13-decahydropyrazino[1',2':4,5][1,4]diazepino[2,3-c][1,5]naphthyridine-2-carbonitrile FC1=CC=C(C=C1)C(N1CC2N(C3=C(C(N(C4=CC=C(N=C34)C#N)C)=O)N(C(C2)=O)C)CC1)C1=CC=C(C=C1)F